N-[(1S)-2,2,2-trifluoro-1-methylethyl]pyrazine-2-carboxamide FC([C@H](C)NC(=O)C1=NC=CN=C1)(F)F